C(C)C=1C(NC=2N(C1)N=C(C2)CN2CCN(CC2)C=2C=CC(=NC2C)C(=O)OC)=O methyl 5-(4-((6-ethyl-5-oxo-4,5-dihydropyrazolo[1,5-a]pyrimidin-2-yl) methyl)piperazin-1-yl)-6-methylpicolinate